(S)-3-Phenyl-piperidine hydrochloride Cl.C1(=CC=CC=C1)[C@H]1CNCCC1